2-(4-chlorophenyl)-4-methyl-8-(morpholine-4-sulfonyl)-1H,2H,3H-pyrrolo[3,4-c]quinoline-1,3-dione ClC1=CC=C(C=C1)N1C(C=2C(=NC=3C=CC(=CC3C2C1=O)S(=O)(=O)N1CCOCC1)C)=O